C1(CCC1)C=1N=C2N(C(C1CC)=O)C1=C(N2)C=CC=C1 2-Cyclobutyl-3-ethylbenzo[4,5]imidazo[1,2-a]pyrimidin-4(10H)-one